C(C1=CC=CC=C1)OC1=NC(=CC=C1C1=CC(=CC=C1)OCC(OC)OC)OCC1=CC=CC=C1 2,6-dibenzyloxy-3-[3-(2,2-dimethoxyethoxy)phenyl]pyridine